2-chloro-N-[4-(1H-imidazol-5-yl)phenyl]pyrimidin-4-amine ClC1=NC=CC(=N1)NC1=CC=C(C=C1)C1=CN=CN1